CS(=O)(=O)C1=CC=C(C=C1)CCN 2-(4-(methylsulfonyl)phenyl)ethylamine